(S)-N-(3-(2-(cyclopropanecarboxamido)imidazo[1,2-b]pyridazin-6-yl)phenyl)-3-phenylisoxazolidine C1(CC1)C(=O)NC=1N=C2N(N=C(C=C2)C=2C=C(C=CC2)N2OCC[C@H]2C2=CC=CC=C2)C1